4-((2s,4r)-1-acetyl-4-((4-chlorophenyl)amino)-2-methyl-1,2,3,4-tetrahydroquinolin-6-yl)-N-(1-chloro-2-oxo-6,9,12,15,18-pentoxa-3-azaeicosan-20-yl)benzamide C(C)(=O)N1[C@H](C[C@H](C2=CC(=CC=C12)C1=CC=C(C(=O)NCCOCCOCCOCCOCCOCCNC(CCl)=O)C=C1)NC1=CC=C(C=C1)Cl)C